2-[4-(dimethylamino)phenyl]-9-fluoro-7-(piperazin-1-yl)-4H-pyrido[1,2-a]pyrimidin-4-one CN(C1=CC=C(C=C1)C=1N=C2N(C(C1)=O)C=C(C=C2F)N2CCNCC2)C